4-(3-methyl-4-methanesulfonyl-phenyl)-3-(trifluoromethoxy)-1-trityl-pyrazolo[4,3-b]pyridin-5-one CC=1C=C(C=CC1S(=O)(=O)C)N1C2=C(C=CC1=O)N(N=C2OC(F)(F)F)C(C2=CC=CC=C2)(C2=CC=CC=C2)C2=CC=CC=C2